N-[(5-chlorothiophen-2-yl)methyl]-3-(1-methanesulfonylazepan-4-yl)-1H-pyrazol-5-amine ClC1=CC=C(S1)CNC1=CC(=NN1)C1CCN(CCC1)S(=O)(=O)C